(2S)-(+)-glycidyl tosylate CC1=CC=C(C=C1)S(=O)(=O)OC[C@@H]2CO2